4-(4-(benzo[d]thiazol-2-ylcarbamoyl)-2-chlorobenzyl)piperidine-1-carboxylic acid tert-butyl ester C(C)(C)(C)OC(=O)N1CCC(CC1)CC1=C(C=C(C=C1)C(NC=1SC2=C(N1)C=CC=C2)=O)Cl